8-Hydroxydecanal OC(CCCCCCC=O)CC